4-{1-[1-(3-fluoro-4-methoxy-phenyl)ethyl]-1H-pyrazol-4-yl}-1H-pyrrolo[2,3-b]pyridine FC=1C=C(C=CC1OC)C(C)N1N=CC(=C1)C1=C2C(=NC=C1)NC=C2